ClC=1C=C(C=CC1F)NC(=O)C1=C(N=CN1C)C1CCC2(CC(C2)(CS(=O)(=O)C)O)CC1 N-(3-chloro-4-fluorophenyl)-4-(2-hydroxy-2-((methylsulfonyl)methyl)-spiro[3.5]nonan-7-yl)-1-methyl-1H-imidazole-5-carboxamide